COC1=CC=C(C=C1)C1=NC2=CC=CC=C2N=C1C1=CC=C(C=C1)OC 2,3-bis(4-methoxyphenyl)quinoxaline